CC1=NC(=NC=C1)[C@@H]1[C@H](C1)C1=NC2=CC(=CC=C2C=N1)NC(OC(C)(C)C)=O |r| rac-tert-butyl (2-((1S*,2S*)-2-(4-methylpyrimidin-2-yl)cyclopropyl)quinazolin-7-yl)carbamate